ClC1=C(C(=CC=C1)Cl)N1N=CC2=C1COC[C@@H]2NC(=O)C=2N=CN1C2CCCC1 (R)-N-(1-(2,6-dichlorophenyl)-1,4,5,7-tetrahydropyrano[3,4-c]pyrazol-4-yl)-5,6,7,8-tetrahydroimidazo[1,5-a]pyridine-1-carboxamide